[Cu].[Ag].[Sn] tin-silver copper